bis(2,3-dimercaptopropyl) thionodiacetate S(CC(=O)OCC(CS)S)CC(=O)OCC(CS)S